O=C1[C@H](NC2=C(N1)N=CC=C2)[C@@H](C2=CC=CC=C2)NCCC2=CC=C(C#N)C=C2 |&1:2| 4-(2-(((R)-((R and S)-3-oxo-1,2,3,4-tetrahydropyrido[2,3-b]pyrazin-2-yl)(phenyl)methyl)amino)ethyl)benzonitrile